2-(4-chlorophenyl)-2-((R)-3-(4-(5,6,7,8-tetrahydro-1,8-naphthyridin-2-yl)piperidine-1-carbonyl)pyrrolidin-1-yl)acetic acid ClC1=CC=C(C=C1)C(C(=O)O)N1C[C@@H](CC1)C(=O)N1CCC(CC1)C1=NC=2NCCCC2C=C1